C(C)N1C(N(C=2N=C(N(C2C1=O)C)\C=C\C=1C=NC(=CC1)OCCOC(C)C)CC)=O (E)-1,3-diethyl-8-(2-(6-(2-isopropoxyethoxy)pyridin-3-yl)vinyl)-7-methyl-1H-purine-2,6(3H,7H)-dione